BrC=1C=C2C(CCC(C2=CC1)=O)(C)C 6-bromo-4,4-dimethyl-3,4-dihydronaphthalen-1(2H)-one